N1=CC(=CC=C1)[C@@H]1CC=NN1C(=O)C1CCN(CC1)C1=NC=CC=N1 (S)-(5-(pyridin-3-yl)-4,5-dihydro-1H-pyrazol-1-yl)(1-(pyrimidin-2-yl)piperidin-4-yl)methanone